3,5-bismaleimidophenol C1(C=CC(N1C=1C=C(C=C(C1)N1C(C=CC1=O)=O)O)=O)=O